5-((3,4-difluoro-2-methylphenyl)amino)-N-(6-methoxy-2-methylpyridin-3-yl)-2-(tri-fluoromethyl)-isonicotinamide FC=1C(=C(C=CC1F)NC1=CN=C(C=C1C(=O)NC=1C(=NC(=CC1)OC)C)C(F)(F)F)C